2,5-Dibutylanilin C(CCC)C1=C(N)C=C(C=C1)CCCC